(R)-(3-(3-Chloro-1,2,4-thiadiazol-5-yl)-8-methyl-5,6-dihydro-[1,2,4]triazolo[4,3-a]pyrazin-7(8H)-yl)(4-chlorophenyl)methanone ClC1=NSC(=N1)C1=NN=C2N1CCN([C@@H]2C)C(=O)C2=CC=C(C=C2)Cl